2-chloro-1-methyl-7-(trifluoromethyl)-6-[1-(3,3,3-trifluoropropyl)-1H-pyrazol-4-yl]-1H,5H-imidazo[1,2-a]pyrimidin-5-one ClC=1N(C=2N(C(C(=C(N2)C(F)(F)F)C=2C=NN(C2)CCC(F)(F)F)=O)C1)C